BrC1=CC=C(C=C1)P(C1=CC=CC=C1)(C1=CC=C(C=C1)Br)=O bis(4-bromophenyl)(phenyl)phosphine oxide